C[C@]1(CC[C@@H]2C(=CC[C@@H]3[C@@]2(CCC[C@]3(C)C(=O)O)C)C1)C=C The molecule is a pimarane diterpenoid resulting from the oxidation of primary alcohol group of 9beta-pimara-7,15-dien-19-ol to the corresponding carboxylic acid. It is a pimarane diterpenoid and a monocarboxylic acid. It is a conjugate acid of a 9beta-pimara-7,15-dien-19-oate.